ClC1=C(C(=CC=C1)F)CC(=O)NC1=CC(=NC=C1)N(C(C)=O)C1=C(C=C(C=C1)C)C N-{4-[2-(2-chloro-6-fluorophenyl)acetylamino]pyridin-2-yl}-N-(2,4-dimethylphenyl)acetamide